N-(2,2-dimethyl-6-(1-methyl-1H-pyrazol-4-yl)-2,3-dihydrobenzofuran-5-yl)pyrazolo[1,5-a]pyrimidine-3-carboxamide CC1(OC2=C(C1)C=C(C(=C2)C=2C=NN(C2)C)NC(=O)C=2C=NN1C2N=CC=C1)C